FC1(CCC(CC1)[C@H](NC(=O)C=1N(N=CN1)C(C)C)C=1N=C2N(N=CC=N2)C1)F N-[(S)-(4,4-Difluorocyclohexyl)(imidazo[1,2-b][1,2,4]triazin-6-yl)methyl]-2-isopropyl-1,2,4-triazole-3-carboxamide